CCC(CCC)N 3-hexylamine